1-((1r,3r)-3-hydroxycyclobutyl)pyrrolidin-2-one OC1CC(C1)N1C(CCC1)=O